ethyl 7-bromo-5-morpholinoimidazo[1,2-c]pyrimidine-2-carboxylate BrC1=CC=2N(C(=N1)N1CCOCC1)C=C(N2)C(=O)OCC